2-[(2R,4S)-4-{[4-(3-methanesulfonylpropanesulfonyl)phenoxy]methyl}-2-methylpyrrolidin-1-ylethyl]benzonitrile CS(=O)(=O)CCCS(=O)(=O)C1=CC=C(OC[C@H]2C[C@H](N(C2)CCC2=C(C#N)C=CC=C2)C)C=C1